ClC=1C=C(C=C(C1)Cl)S(=O)(=O)NC1=CC=C(C=C1)S(NC1=C(C(=CC=C1)Br)C)(=O)=O 3,5-dichloro-N-(4-(N-(2-methyl-3-bromophenyl)sulfamoyl)phenyl)benzenesulfonamide